3-(6-bromo-2-oxopyrrolo[2,3,4-de]isoquinolin-1(2H)-yl)piperidine BrC1=NC=C2C=3C(=CC=CC13)C(N2C2CNCCC2)=O